C(#N)C=1C=C(C(=O)NC=2SC3=C(N2)C=CC(=C3)NNC(=O)N=N)C=CC1 (2-(3-cyanobenzamido)benzo[d]thiazol-6-yl)carbazone